ClC=1C=CC(=C(C1)C1=CC(=NC=C1Cl)OC)N1N=NC(=C1)Cl 4-(5-Chloro-2-(4-chloro-1H-1,2,3-triazol-1-yl)phenyl)-5-chloro-2-methoxypyridine